C[Si](CCCC[Si](OCC)(OCC)OCC)(OCC)OCC 1-methyldiethoxysilyl-4-triethoxysilylbutane